COC1=NC=C(C(=N1)OC)B(O)O 2,4-dimethoxy-5-pyrimidineboronic acid